Ethyl 2-octyloxypropanoate C(CCCCCCC)OC(C(=O)OCC)C